9,9-bis(4-amino-3-methylphenyl)fluorene NC1=C(C=C(C=C1)C1(C2=CC=CC=C2C=2C=CC=CC12)C1=CC(=C(C=C1)N)C)C